FC(CN1C[C@@H]2C([C@@H]2C1)CCO)(F)F 2-((1R,5S,6s)-3-(2,2,2-trifluoroethyl)-3-azabicyclo[3.1.0]hexan-6-yl)ethan-1-ol